C(=O)O.COCCN1C(NC(C=C1)=O)=O 1-(2-methoxyethyl)pyrimidine-2,4(1H,3H)-dione, formic acid salt